sodium-potassium-aluminum [Al].[K].[Na]